5,9-dichloro-15-oxa-7b-aza-15a-borabenzo[gh]indeno[1,2,3-de]tetraphene ClC=1C=CC2=C(C1)C1=CC=CC=3B4OC5=CC=CC=C5C=5C4=C(N2C13)C=C(C5)Cl